tert-butyl 4-(6-(5-(8-methoxy-[1,2,4]triazolo[1,5-a]pyridin-6-yl)-4-(trifluoromethyl)-1-((2-(trimethylsilyl)ethoxy)methyl)-1H-pyrazol-3-yl)pyridin-3-yl)piperidine-1-carboxylate COC=1C=2N(C=C(C1)C1=C(C(=NN1COCC[Si](C)(C)C)C1=CC=C(C=N1)C1CCN(CC1)C(=O)OC(C)(C)C)C(F)(F)F)N=CN2